C(=O)O.C1(CC1)CNC=1C(=NC(=CC1)C(=O)NC=1C(=NN(C1)C)C1=NC=CC=C1)C1=CC=NC=C1 ((cyclopropylmethyl)amino)-N-(1-methyl-3-(pyridin-2-yl)-1H-pyrazol-4-yl)-[2,4'-bipyridine]-6-carboxamide formate